BrC1=CC=C(C=C1)C1=NN(C(C2=CC=CC=C12)=O)NC(CC1=CC=C(C=C1)Cl)=O N-[4-(4-bromophenyl)-1-oxophthalazin-2(1H)-yl]-2-(4-chlorophenyl)acetamide